C(C)(C)(C)OC(NCC1(CCN(CC1)C1=NC=C(N=C1)SC1=C2C(=CN(C2=CC=C1)C1CCNCC1)F)C)=O ((1-(5-((3-fluoro-1-(piperidin-4-yl)-1H-indol-4-yl)thio)pyrazin-2-yl)-4-methylpiperidin-4-yl)methyl)carbamic acid tert-butyl ester